N-(4-(((R)-1-hydroxy-4-methylpent-2-yl)amino)-6-(2-(6-methoxy-4-methylpyridin-3-yl)propyl)-1,3,5-triazin-2-yl)methanesulfonamide OC[C@@H](CC(C)C)NC1=NC(=NC(=N1)CC(C)C=1C=NC(=CC1C)OC)NS(=O)(=O)C